4'-bromo-2'-fluoro-[1,1'-biphenyl]-4-ol BrC1=CC(=C(C=C1)C1=CC=C(C=C1)O)F